CN1CCN(CC1)C1=NC=C(C=N1)C=1C=CC=2N=C3COCC4(N3C2N1)CCOC1=CC=CC=C14 2'-(2-(4-methylpiperazin-1-yl)pyrimidin-5-yl)-6',8'-dihydrospiro[chroman-4,9'-pyrido[3',2':4,5]imidazo[2,1-c][1,4]oxazine]